N1=CN=C2NC=NC2=C1C=1C(=NC=CC1)NC=1C=C(C=CC1C)NC(C1=CC(=C(C=C1)C)C#N)=O N-(3-((3-(9H-purin-6-yl)pyridin-2-yl)amino)-4-methylphenyl)-3-cyano-4-methylbenzamide